phenyl-2-methyl-phenylphosphine C1(=CC=CC=C1)PC1=C(C=CC=C1)C